1-(5-methoxy-1H-indol-1-yl)-N,N-dimethylpropan-2-amine COC=1C=C2C=CN(C2=CC1)CC(C)N(C)C